FC=1C=CC(=NC1)C1=CC=CC=C1 5-fluoro-2-phenylpyridine